3-(Hydrazinomethyl)phenol dihydrochloride Cl.Cl.N(N)CC=1C=C(C=CC1)O